C1(=CC=CC=C1)N1N=CC(=C1)C=1SC=C(N1)C(=O)NC1CCC(CC1)O 2-(1-phenyl-1H-pyrazol-4-yl)-N-[(1r,4r)-4-hydroxycyclohexyl]-1,3-thiazole-4-carboxamide